NC=1SC=C(N1)C 2-amino-4-methyl-thiazole